C(C)(=O)[O-].C(C)(=O)[O-].[Pd+2].C(CCCC)P(C12CC3CC(CC(C1)C3)C2)C23CC1CC(CC(C2)C1)C3 n-pentyldi-1-adamantylphosphine palladium diacetate